C1(CC1)NC(C(N)=O)=O N'-cyclopropyl-oxamide